C(CC1=C(C(=CC(=C1)C(C)(C)CC)C(C)(C)CC)O)C1=C(C(=CC(=C1)C(C)(C)CC)C(C)(C)CC)O 2,2'-ethylenebis(4,6-di-tert-amylphenol)